CN(C(OC(C)(C)C)=O)C1C[C@H]2CCC[C@@H](C1)N2CC(N2CCCC2)=O tert-butyl methyl((1R,3s,5S)-9-(2-oxo-2-(pyrrolidin-1-yl)ethyl)-9-azabicyclo[3.3.1]nonan-3-yl)carbamate